C(C1=CC=CC=C1)OC(=O)N1CC=2C=CC(=NC2CC1)N1C2CNCC1CC2 2-(3,8-diazabicyclo[3.2.1]oct-8-yl)-7,8-dihydro-1,6-naphthyridine-6(5H)-carboxylic acid benzyl ester